(R)-3-((5-((2-acetyl-5-oxo-2,6-diazaspiro[3.4]octan-6-yl)methyl)-2-chloropyrimidin-4-yl)oxy)-10-methyl-9,10,11,12-tetrahydro-8H-[1,4]diazepino[5',6':4,5]thieno[3,2-f]quinoxalin-8-one C(C)(=O)N1CC2(C1)C(N(CC2)CC=2C(=NC(=NC2)Cl)OC2=NC=1C=CC3=C(C1N=C2)C2=C(S3)C(N[C@@H](CN2)C)=O)=O